1-(2'-ethoxy-6-(((R)-1-methylpyrrolidin-3-yl)carbamoyl)-[2,3'-bipyridin]-5-yl)pyrrolidin-3-yl 7-fluoroindoline-1-carboxylate FC=1C=CC=C2CCN(C12)C(=O)OC1CN(CC1)C=1C=CC(=NC1C(N[C@H]1CN(CC1)C)=O)C=1C(=NC=CC1)OCC